ClC1=C(C=CC(=C1)OC1=NC=CC=C1C(F)(F)F)C(C1=CNC2=C1C1=C(NC(C(N1)(C)CO)=O)C=N2)O 9-((2-Chloro-4-((3-(trifluoromethyl)pyridin-2-yl)oxy)phenyl)(hydroxy)methyl)-2-(hydroxymethyl)-2-Methyl-4,7-dihydro-1H-pyrrolo[3',2':5,6]pyrido[3,4-b]pyrazin-3(2H)-one